FC(C1=NC2=CC=CC=C2C(N1C1=CC=C(C=C1)NC(CC1=CC(=C(C(=C1)OC)OC)OC)=O)=O)F N-(4-(2-(difluoromethyl)-4-oxoquinazolin-3(4H)-yl)phenyl)-2-(3,4,5-trimethoxyphenyl)acetamide